C(#N)C(C(=O)N)C1CCNCC1 2-cyano-2-(piperidin-4-yl)acetamide